perchloro fluoride ClF